(4-methoxyphenyl)isonicotinaldehyde COC1=CC=C(C=C1)C1=C(C=O)C=CN=C1